[Si](C)(C)(C(C)(C)C)OCC1=C(C=C(C=C1)C(CC1CC1)NC=1SC(=C(N1)C1=C(C=C(C(=C1)C)OC)Cl)C)F N-(1-(4-(((tert-butyldimethylsilyl)oxy)methyl)-3-fluorophenyl)-2-cyclopropylethyl)-4-(2-chloro-4-methoxy-5-methylphenyl)-5-methylthiazol-2-amine